(R)-1,1,1-trifluoro-2-[(R)-9-(1-fluorocyclopropyl)-5-methyl-5,6-dihydropyrazolo[1',5':1,2]pyrido[3,4-d]pyridazin-4-yl]propan-2-ol FC([C@](C)(O)C=1C2=C(C=NN1)C=1N(C[C@@H]2C)N=C(C1)C1(CC1)F)(F)F